CC(CC(C)C)NC1=CC=C(C=C1)NC1=CC=CC=C1 N-(1,3-Dimethylbutyl)-N'-phenyl-p-phenylen-diamin